sodium 2-methyl-2-[(1-oxo-2-propenyl)amino]-1-propanesulfonate CC(CS(=O)(=O)[O-])(C)NC(C=C)=O.[Na+]